N1=CC(=CC=C1)/C=C/C(=O)O trans-3-(3-pyridinyl)acrylic acid